{5-[(4-chloro-2-fluorophenyl)amino]-4-(trifluoromethyl)pyridin-3-yl}methanol ClC1=CC(=C(C=C1)NC=1C(=C(C=NC1)CO)C(F)(F)F)F